OC1=CC(=C(C=C1C(C)(C)C)SC1=C(C=C(C(=C1)C(C)(C)C)O)C)C bis-[4-hydroxy-2-methyl-5-tert-butylphenyl]sulfide